C(CS(=O)(=O)[O-])[NH+]=C(N)NP(=O)([O-])[O-] The molecule is dianion of N-phosphotaurocyamine arising from deprotonation of phosphoramidate and sulfonate OH groups and protonation of the guanidino group; major species at pH 7.3. It is a conjugate base of a N-phosphotaurocyamine.